(5-methyloxazol-4-yl)ethanone CC1=C(N=CO1)C(C)=O